1,1,2-trichloro-3,3,3-trifluoro-1-propene ClC(=C(C(F)(F)F)Cl)Cl